C(C)(C)(C)NC(=O)NCC 1-(tert-butyl)-3-ethylurea